N-((1S)-(5-((S or R)-cyclopropyl(4,4,4-trifluorobutanamido)methyl)benzo[d]oxazol-2-yl)(4,4-difluorocyclohexyl)methyl)-1-isopropyl-1H-pyrazole-5-carboxamide C1(CC1)[C@@H](C=1C=CC2=C(N=C(O2)[C@@H](NC(=O)C2=CC=NN2C(C)C)C2CCC(CC2)(F)F)C1)NC(CCC(F)(F)F)=O |o1:3|